tert-Butyl 2-[4-[(5-Cyclopropyl-1H-pyrazol-3-yl)amino]pyrimidin-2-yl]-2,8-diazaspiro[3.5]nonane-8-carboxylate C1(CC1)C1=CC(=NN1)NC1=NC(=NC=C1)N1CC2(C1)CCCN(C2)C(=O)OC(C)(C)C